ethyl 6-methoxy-5-methylsulfonyl-4-oxo-1-[4-(trifluoromethoxy)phenyl]cinnoline-3-carboxylate COC=1C(=C2C(C(=NN(C2=CC1)C1=CC=C(C=C1)OC(F)(F)F)C(=O)OCC)=O)S(=O)(=O)C